isopropenyl-boric acid methyl-iminodiacetate COC(CNCC(=O)O)=O.C(=C)(C)OB(O)O